C(C)(=O)N1C2(C3C(C(C1)CC2CN3CC3=CC=CC=C3)CC(C)C)C(=O)NCC3=CC=CC=C3 4-acetyl-N,1-dibenzyl-7-isobutyloctahydro-3aH-3,6-methanopyrrolo[3,2-b]pyridine-3a-carboxamide